CN(C1CCN(CC1)CC1=CC=C(C=C1)C=1C=CC2=C(N(C(=N2)C2=CC=CC=C2)C)C1)C N,N-Dimethyl-1-(4-(1-methyl-2-phenyl-1H-benzo[d]imidazol-6-yl)benzyl)piperidin-4-amin